C(C1=CC=CC=C1)OC[C@H](CF)OC1=C(C=C(C(=C1)F)Br)C(CC)=O (R)-1-(2-(1-(benzyloxy)-3-fluoropropan-2-yloxy)-5-bromo-4-fluorophenyl)propan-1-one